ClC=1C=C2C(=NC(=NC2=C(C1C1=CC=CC2=C1N=C(S2)N)F)N2CC(CC2)N(C)C)N2CCNCC2 4-[6-chloro-8-fluoro-4-piperazin-1-yl-2-[3-(dimethylamino)pyrrolidin-1-yl]quinazolin-7-yl]-1,3-benzothiazol-2-amine